N[C@@H](CC)C(=O)O.[NH4+] |r| ammonium DL-homoalanin